C1(=CC=CC=C1)C[C@@H](C)S(=O)(=O)N1CC2(C1)CN(C2)C2CCOCC2 |r| rac-2-((1-Phenylpropan-2-yl)sulfonyl)-6-(tetrahydro-2H-pyran-4-yl)-2,6-diazaspiro[3.3]heptane